6-Bromo-2-(4-{4-[2-(1-methylethoxy)ethyl]piperazin-1-yl}phenyl)-N-(1-methylpiperidin-4-yl)-3H-imidazo[4,5-b]pyridin-7-amine BrC=1C(=C2C(=NC1)NC(=N2)C2=CC=C(C=C2)N2CCN(CC2)CCOC(C)C)NC2CCN(CC2)C